C12CC(CCC2O1)C(=O)O 7-oxabicyclo[4.1.0]Heptane-3-carboxylic acid